Indium-cerium oxide [O-2].[Ce+3].[In+3].[O-2].[O-2]